glycine, chloride NCC(=O)Cl